[C@@H]1([C@H](CCCC1)C(=O)[O-])C(=O)[O-].[Ca+2] calcium {1R,2S}-cis-cyclohexane-1,2-dicarboxylate